BrC1=C(C(C=C2[C@H](CCC3=C(C2=C1)C(=C(C(=C3)OC)OC)OC)NC(C)=O)=O)OC (S)-N-(11-bromo-1,2,3,10-tetramethoxy-9-oxo-5,6,7,9-tetrahydrobenzo[a]heptalen-7-yl)acetamide